FC(CN1N=C(C(=C1)C1=CN=C(N1C)C(=O)NC1=CC(=C(C=C1)C(=O)N1CCN(CC1)C(=O)[C@H]1CNCC1)CC)C(F)(F)F)F 5-[1-(2,2-difluoroethyl)-3-(trifluoromethyl)pyrazol-4-yl]-N-[3-ethyl-4-[4-[(3R)-pyrrolidine-3-carbonyl]piperazine-1-carbonyl]phenyl]-1-methylimidazole-2-carboxamide